2-((3-(2-((1,5-dimethyl-1H-pyrazol-4-yl)amino)-5-methylpyrimidin-4-yl)-1H-indol-7-yl)amino)-2-oxoacetic acid CN1N=CC(=C1C)NC1=NC=C(C(=N1)C1=CNC2=C(C=CC=C12)NC(C(=O)O)=O)C